FC1(CCN(CC1)C1=CC=CC(=N1)C=1N=NN(C1)C1=C(C=C(C=C1)NS(=O)(=O)C(CO)C)N1CCC2(CC2)CC1)F N-(4-(4-(6-(4,4-difluoropiperidin-1-yl)pyridin-2-yl)-1H-1,2,3-triazol-1-yl)-3-(6-azaspiro[2.5]octan-6-yl)phenyl)-1-hydroxypropane-2-sulfonamide